3-(5-(3-(4-(3-(((1s,3s)-adamantan-1-yl)amino)propyl)piperazin-1-yl)propyl)-2-methyl-4-oxoquinazolin-3(4H)-yl)piperidine-2,6-dione C12(CC3CC(CC(C1)C3)C2)NCCCN2CCN(CC2)CCCC2=C3C(N(C(=NC3=CC=C2)C)C2C(NC(CC2)=O)=O)=O